4-iodo-8-methoxy-6a,7,8,9-tetrahydro-6H-pyrido[3,2-b]pyrrolo[1,2-d][1,4]oxazine IC1=CC=NC2=C1OCC1N2CC(C1)OC